7-dodecadienylacetate C=CC=CCCC(CCCCC)CC(=O)[O-]